C(=C/CCCC)/C1=CCCC1 (Z)-3-hexen-1-yl-2-cyclopenten